C(C)NCCOC1=CC=C(OC=2C3=C(SC2C(=O)C2=CC(=CC=C2)F)C=C(C=C3)O)C=C1 (3-(4-(2-(Ethylamino)ethoxy)phenoxy)-6-hydroxybenzo[b]thiophen-2-yl)(3-fluorophenyl)methanone